5-bromo-1,3-dihydro-1,3-benzodiazol-2-one BrC1=CC2=C(NC(N2)=O)C=C1